(tert-butyldimethylsilyloxy) tetradecane-5,8-diynoate C(CCCC#CCC#CCCCCC)(=O)OO[Si](C)(C)C(C)(C)C